3-amino-N-[(6S)-2-{3,8-diazabicyclo[3.2.1]octan-3-yl}-5,6,7,8-tetrahydroquinolin-6-yl]-4,6-dimethylthieno[2,3-b]pyridine-2-carboxamide NC1=C(SC2=NC(=CC(=C21)C)C)C(=O)N[C@@H]2CC=1C=CC(=NC1CC2)N2CC1CCC(C2)N1